N1C=C(C2=CC=CC=C12)CCN 2-(Indol-3-yl)ethylamine